COC1=NOC(=C1)C(=O)O 3-METHOXY-ISOXAZOLE-5-CARBOXYLIC ACID